Methyl 1-(1-phenylethyl)-1H-1,2,4-triazole-3-carboxylate C1(=CC=CC=C1)C(C)N1N=C(N=C1)C(=O)OC